C(#N)C1=CC2=C(NC(=N2)C2=CC3=C(OCCC4=C3SC=C4)C=C2C=2C(=NC(=CC2)C(NCCC)=O)C(=O)OC)C=C1 methyl 3-(9-(5-cyano-1H-benzo[d]imidazol-2-yl)-4,5-dihydrobenzo[b]thieno[2,3-d]oxepin-8-yl)-6-(propylcarbamoyl)picolinate